FC=1C=CC2=C(C(=C(O2)[C@@H](C(C)C)NC(NC2CCC(CC2)C(=O)N)=O)C)C1 (1R,4r)-4-(3-((R*)-1-(5-fluoro-3-methylbenzofuran-2-yl)-2-methylpropyl)ureido)cyclohexane-1-carboxamide